[(3S,3aR,6S,R)-3-(2-chloro-4-nitrophenoxy)-2,3,3a,5,6,6a-hexahydrofuro[3,2-b]furan-6-yl] acetate C(C)(=O)O[C@H]1CO[C@H]2[C@@H]1OC[C@@H]2OC2=C(C=C(C=C2)[N+](=O)[O-])Cl